5-(5-chlorothiophene-2-sulfonylamino)thiazole-4-carboxylic acid ClC1=CC=C(S1)S(=O)(=O)NC1=C(N=CS1)C(=O)O